C12CN(CC(CC1)N2)C2=CC(=CC=1N(C=3N(C12)C=CN3)C=3SC(=NN3)C(F)F)S(=O)(=O)NC3(CC3)C 5-(3,8-diazabicyclo[3.2.1]octan-3-yl)-9-(5-(difluoromethyl)-1,3,4-thiadiazol-2-yl)-N-(1-methylcyclopropyl)-9H-benzo[d]imidazo[1,2-a]imidazole-7-sulfonamide